2-{4-[4-(4-Methoxy-phenyl)-1-methyl-6-oxo-1,6-dihydro-pyridin-3-yl]-pyrazol-1-yl}-benzonitrile COC1=CC=C(C=C1)C=1C(=CN(C(C1)=O)C)C=1C=NN(C1)C1=C(C#N)C=CC=C1